3-(2-(2-methylazetidin-1-yl)ethyl)-5-fluoro-1H-pyrrolo[2,3-b]pyridine hydrochloride Cl.CC1N(CC1)CCC1=CNC2=NC=C(C=C21)F